COC=1N(C=2N(C(C(=C(N2)C(F)(F)F)C=2C=NN(C2)CC(C(F)(F)F)(F)F)=O)C1)C 2-methoxy-1-methyl-6-[1-(2,2,3,3,3-pentafluoropropyl)-1H-pyrazol-4-yl]-7-(trifluoromethyl)-1H,5H-imidazo[1,2-a]pyrimidin-5-one